N(C1=CC=CC=C1)C=1C(=C(C#N)C=CC1)OC anilino-2-methoxy-benzonitrile